C(C)(C)C1=NC=CC=C1C1=NC=C(C(=N1)NCC1=CC=C(C=C1)C=1N(C=C(N1)C(F)(F)F)C)OC 2-(2-Isopropylpyridin-3-yl)-5-methoxy-N-(4-(1-methyl-4-(trifluoromethyl)-1H-imidazol-2-yl)benzyl)pyrimidin-4-amine